N-(2-((3-(1H-indol-2-yl)-4-(pyrrolidin-1-yl)phenyl)sulfonamido)ethyl)morpholine-4-carboxamide N1C(=CC2=CC=CC=C12)C=1C=C(C=CC1N1CCCC1)S(=O)(=O)NCCNC(=O)N1CCOCC1